N12C[C@H](C(CC1)CC2)NC2=C(C(NC1=CC=C(C=C21)Cl)=O)C2=NC1=C(N2)C=CC=C1 4-[((3S)-1-azabicyclo[2.2.2]oct-3-yl)amino]-3-(1H-benzoimidazol-2-yl)-6-chloroquinolin-2(1H)-one